N1C(=NC=C1)C1OCCC=2C(=CC=CC12)O 1-(1H-imidazol-2-yl)isochroman-5-ol